C(CCCCC)C(CCCCCCCCC)(O)O hexyl-decanediol